tert-butyl 7-((3-(2,8-dimethylimidazo[1,2-b]pyridazin-6-yl)thieno[2,3-b]pyrazin-6-yl)methyl)-4-azaspiro[2.5]octane-4-carboxylate CC=1N=C2N(N=C(C=C2C)C2=CN=C3C(=N2)SC(=C3)CC3CCN(C2(CC2)C3)C(=O)OC(C)(C)C)C1